2-(2-fluorophenyl)octahydropyrrolo[3,4-c]pyrrole FC1=C(C=CC=C1)N1CC2CNCC2C1